C1(CCCCC1)CC1(N=C(OC(C1)(C)C)C=1C=NC2=C(C(=CC=C2C1)F)F)C 4-(cyclohexylmethyl)-2-(7,8-difluoro-3-quinolyl)-4,6,6-trimethyl-5H-1,3-oxazine